N-hydroxymorpholine-4-carboxamidine ONC(=N)N1CCOCC1